BrC1=C(C=CC(=C1)Cl)N1N=NC(=C1)C(F)(F)F 1-(2-bromo-4-chlorophenyl)-4-trifluoromethyl-1H-1,2,3-triazole